CC=1C=C2C=CC(OC2=C(C1)C(C)(C)C)=O 6-methyl-8-tert-butylcoumarine